BrC1=CN=C2N1C=C(C(=C2)N2CCOCC2)[N+](=O)[O-] 4-(3-bromo-6-nitroimidazo[1,2-a]pyridin-7-yl)morpholine